7-bromo-N-(3-fluorophenyl)-2-hydrazinyl-N-methylquinazolin-4-amine BrC1=CC=C2C(=NC(=NC2=C1)NN)N(C)C1=CC(=CC=C1)F